C(C=1C(C(=O)[O-])=CC=CC1)(=O)OC(CCC([2H])([2H])[2H])[2H] monobutyl-d4 phthalate